Br.Br.O1C=CN=NC=C1 [1,4,5]-oxadiazepine dihydrobromide